(3-ethynylphenyl)amine C(#C)C=1C=C(C=CC1)N